P(=O)(OO)([O-])[O-].[Al+3].OOP(=O)([O-])[O-].OOP(=O)([O-])[O-].[Al+3] aluminum hydroxy phosphate